O=C1N(CCNC1=O)C(=O)NC1=CC=CC=C1 2,3-dioxo-1-piperazinecarboxanilide